[Na].FC1=CC(=C(C(=C1)C(C)C)CC(=O)NS(=O)(=O)C1=CC=C(C=C1)C(C)(C)O)C(C)C 2-(4-fluoro-2,6-diisopropylphenyl)-N-(4-(2-hydroxypropan-2-yl)phenylsulfonyl)acetamide sodium